C1(=CC=CC=C1)N(C(=O)NC1=CC=CC=C1)C N-phenyl-N-methylphenyl-urea